Iodoacetic anhydride ICC(=O)OC(CI)=O